COC1=NC=NC(=C1C(=O)NC=1SC2=C(N1)C=1C=CC(=CC1OC21CCSCC1)C(F)(F)F)OC 4,6-dimethoxy-N-(7-(trifluoromethyl)-2',3',5',6'-tetrahydrospiro[chromeno[4,3-d]thiazole-4,4'-thiopyran]-2-yl)pyrimidine-5-carboxamide